N-[3-(4-bromo-2-methyl-indazol-3-yl)-propyl]-N-methyl-carbamic acid tert-butyl ester C(C)(C)(C)OC(N(C)CCCC=1N(N=C2C=CC=C(C12)Br)C)=O